2-bromo-4-((2-(((6-chloropyridin-2-yl)oxy)methyl)pyrrolidin-1-yl)methyl)pyridine BrC1=NC=CC(=C1)CN1C(CCC1)COC1=NC(=CC=C1)Cl